(4-(2-acetamidoethyl)-6-cyclopropoxynaphthalen-2-yl)boronic acid C(C)(=O)NCCC1=CC(=CC2=CC=C(C=C12)OC1CC1)B(O)O